CC(=C)C(CCCCC)C 2,3-Dimethyloctene